4,5-dicyano-1,3-dioxolan-2-one C(#N)C1OC(OC1C#N)=O